sodium 2-t-butyl-4-(cyclohexylamino)-1-butanesulfonate C(C)(C)(C)C(CS(=O)(=O)[O-])CCNC1CCCCC1.[Na+]